CN1C=C(C=C(C1=O)C)C=1NC2=CC=C(C=C2C1C(C)C)OCC1CCN(CC1)CC(=O)N(C)C 2-(4-(((2-(1,5-Dimethyl-6-oxo-1,6-dihydropyridin-3-yl)-3-isopropyl-1H-indol-5-yl)oxy)methyl)piperidin-1-yl)-N,N-dimethylacetamid